CC1=CC(=NN1C1=NC(=CC=C1CO)N1C=NC2=C1C=C(C=C2)NC=2N=NC(=CC2)C)C#N 5-Methyl-1-[3-hydroxymethyl-6-[6-[(6-methylpyridazin-3-yl)amino]benzimidazol-1-yl]-2-pyridinyl]pyrazole-3-carbonitrile